CC(CC(C=1N=NNN1)NC1=CC=CC=C1)C [3-methyl-1-(2H-tetraazol-5-yl)butyl]aniline